OC1=CC(=CC=2OC3=CC(=C(C(=C3C(C12)=O)CCC(=C)C)O)O)O 1,3,6,7-tetrahydroxy-8-isopentenyl-xanthone